C(C)(=O)OC(C(=O)O)C1=C(C=CC=C1)C 2-acetoxy-2-(o-tolyl)acetic acid